ClC1=NC=C(C(=C1)N1C[C@H](CCC1)NC(OC(C)(C)C)=O)C=1C=NC=2NC(CCC2C1)=O tert-butyl N-[(3S)-1-[2-chloro-5-(7-oxo-6,8-dihydro-5H-1,8-naphthyridin-3-yl)-4-pyridyl]-3-piperidyl]carbamate